C1(CC1)[C@@H](C)OC(=O)NC=1C(=NOC1C12COC(CC1)(CC2)C2=CC=C(C=C2)CC(=O)O)C (R)-2-(4-(4-(4-(((1-cyclopropyl-ethoxy)carbonyl)amino)-3-methyl-isoxazol-5-yl)-2-oxabicyclo[2.2.2]octan-1-yl)phenyl)acetic acid